6-bromo-N-(3-methoxy-2,6-dimethylphenyl)-8-methyl-[1,2,4]triazolo[1,5-a]pyrazin-5-amine BrC=1N=C(C=2N(C1NC1=C(C(=CC=C1C)OC)C)N=CN2)C